ClCC1=CC(=NC=C1)C=1C(=C2CN(C(C2=CC1)=O)C1C(NC(CC1)=O)=O)F 3-(5-(4-(chloromethyl)pyridin-2-yl)-4-fluoro-1-oxoisoindolin-2-yl)piperidine-2,6-dione